C12(CNCCC2C1)C1=NC2=CC(=NC=C2C=C1)C#N 2-(3-Azabicyclo[4.1.0]heptan-1-yl)-1,6-naphthyridine-7-carbonitrile